CN(C1CCN(CC1)C1=C(C=C(C(=C1)OC)NC1=NC=NC(=C1)N1OCC[C@@H]1C1=C(C(=C(C=C1)F)F)F)NC(C=C)=O)C N-(2-(4-(dimethylamino)piperidine-1-yl)-4-methoxy-5-((6-((R)-3-(2,3,4-trifluorophenyl)-isoxazolidine-2-yl)pyrimidine-4-yl)amino)phenyl)acrylamide